C(C1=CC=CC=C1)N1C=C(C2=NC=C(C=C21)C=2C(=NOC2C)C)C=O 1-benzyl-6-(3,5-dimethylisoxazol-4-yl)-1H-pyrrolo[3,2-b]pyridine-3-carbaldehyde